2-((3S,4R,5R,6R)-4,5-dihydroxy-6-(hydroxymethyl)tetrahydro-2H-pyran-3-yl)isoindoline-1,3-dione O[C@@H]1[C@H](CO[C@@H]([C@@H]1O)CO)N1C(C2=CC=CC=C2C1=O)=O